C=C\C=C/CCCCCCCCC(CCC)O Z-13-hexadecadienol